CC1=C(C=NC=C1)C=1C=C/2C(=CN1)NC(\C2=C(\C)/NC=2C=NC(=CC2)OC2CCNCC2)=O (Z)-5-(4-Methylpyridin-3-yl)-3-(1-((6-(piperidin-4-yloxy)pyridin-3-yl)amino)ethylidene)-1H-pyrrolo[2,3-c]pyridin-2(3H)-one